manganous hydrogenphosphate P(=O)(O)([O-])[O-].[Mn+2]